C(C1=CC=CC=C1)N(C(CCO)(C)C)C[C@@H](COCC1=CC=CC=C1)O 3-{benzyl-[(2S)-3-(benzyloxy)-2-hydroxypropyl]amino}-3-methylbutan-1-ol